(R)-tert-butyl (1-(4-fluoro-3-nitrobenzoyl)piperidin-3-yl)carbamate FC1=C(C=C(C(=O)N2C[C@@H](CCC2)NC(OC(C)(C)C)=O)C=C1)[N+](=O)[O-]